2-(allyloxy)acetaldehyde C(C=C)OCC=O